(5-(2-(dodecyloxy)ethyl)-2-hydroxy-1,3-phenylene)dimethanol C(CCCCCCCCCCC)OCCC=1C=C(C(=C(C1)CO)O)CO